C(#N)C=1C=NC(=NC1)N1C[C@H](N([C@H](C1)C)C(=O)NCCC1CCN(CC1)CC[Si](C)(C)C)C (2R,6S)-4-(5-cyanopyrimidin-2-yl)-2,6-dimethyl-N-(2-{1-[2-(trimethylsilyl)ethyl]piperidin-4-yl}ethyl)piperazine-1-carboxamide